C(CCC)N(C(\C=C\C(=O)O)=O)CCCC fumaric acid-N,N-dibutyl amide